C(C)(=O)O.O1C(CC=CC=C1)=O oxepinone acetate